Benzyl N-[4-[4-amino-2-(N-(2-amino-1-methyl-2-oxo-ethyl)-3,4-difluoro-anilino)thiazole-5-carbonyl]phenyl]carbamate NC=1N=C(SC1C(=O)C1=CC=C(C=C1)NC(OCC1=CC=CC=C1)=O)N(C1=CC(=C(C=C1)F)F)C(C(=O)N)C